C(C1=CC=CC=C1)S(=O)(=O)NCC(=O)N1[C@@H](CCC1)C(=O)N[C@@H](CCCCN)C(=O)O toluenesulfonyl-glycyl-prolyl-L-lysine